CC1=C(C(=NO1)C1=CC=CC=C1)C1=CC=C(C=C1)S(=O)(=O)NC(C(C)C)=O N-((4-(5-methyl-3-phenylisoxazol-4-yl)phenyl)sulfonyl)isobutyramide